5-butyl-3-methyl-9-(1-methylcyclopropyl)pyrido[3,2-e][1,2,4]Triazolo[4,3-a]Pyrazine C(CCC)N1CC=2N(C3=C1C=C(C=N3)C)C(=NN2)C2(CC2)C